FC1=CC=C(C=C1)C(O)(C1CCNCC1)C1=CC=C(C=C1)F Bis(4-fluorophenyl)(piperidin-4-yl)methanol